COC(=O)C=1C(=CC(=CC1)Br)C(=O)OC 4-bromobenzene-1,2-dicarboxylic acid 1,2-dimethyl ester